CS(=O)(=O)C1=C(C=CC=C1)NC(=O)C1=CC2=C(N1)C=C(S2)C N-(2-methanesulfonylphenyl)-2-methyl-4H-thieno[3,2-b]pyrrole-5-carboxamide